10-(5-(quinuclidin-3-yl)-1,2,4-oxadiazol-3-yl)-3,4-dihydro-1H-[1,4]oxazino[4,3-a]indole formate C(=O)O.N12CC(C(CC1)CC2)C2=NC(=NO2)C2=C1N(C=3C=CC=CC23)CCOC1